NC1=NC=C(C=C1O[C@H](C)C=1C=C(C=CC1)NC(C1=CC(=CC=C1)C#C)=O)Cl (R)-N-(3-(1-((2-Amino-5-chloropyridin-3-yl)oxy)ethyl)phenyl)-3-ethynylbenzamid